4-(5-benzyl-1-(4-isobutoxybenzyl)-1H-pyrazol-3-yl)-1-methylpiperidine C(C1=CC=CC=C1)C1=CC(=NN1CC1=CC=C(C=C1)OCC(C)C)C1CCN(CC1)C